2-(trans-4-(methoxycarbonyl)cyclohexyl)acetic acid COC(=O)[C@@H]1CC[C@H](CC1)CC(=O)O